1-methyl-2-stearyl-3-stearamidoethylimidazolinium C[NH+]1C(N(CC1)CCNC(CCCCCCCCCCCCCCCCC)=O)CCCCCCCCCCCCCCCCCC